4-(((3r,4s)-4-((4-chlorophenyl)sulfonyl)-3-hydroxy-3-(hydroxymethyl)pyrrolidin-1-yl)sulfonyl)-3-ethoxybenzonitrile ClC1=CC=C(C=C1)S(=O)(=O)[C@@H]1[C@@](CN(C1)S(=O)(=O)C1=C(C=C(C#N)C=C1)OCC)(CO)O